ClC1=CC=C(C=C1)N(C(C1=CC(=NC=C1)C1=CC=C(C=C1)C)=O)C N-(4-chlorophenyl)-N-methyl-2-(p-tolyl)isonicotinamide